FC1(CCN(CC1)C=1C2=C(N=C(N1)NC(C1=C(C=C(C=C1)NS(=O)(=O)CCO)N1CCC3(CC3)CC1)=O)CNC2)F N-(4-(4,4-difluoropiperidin-1-yl)-6,7-dihydro-5H-pyrrolo[3,4-d]pyrimidin-2-yl)-4-(2-hydroxyethylsulfonamido)-2-(6-azaspiro[2.5]octan-6-yl)benzamide